bis(thien-2-yl)bis(3,4-difluorothien-2-yl)ethylene S1C(=CC=C1)C(=C(C=1SC=C(C1F)F)C=1SC=CC1)C=1SC=C(C1F)F